methyl 4-methyl-5-(2-(trifluoromethyl) phenyl)-1H-pyrrole-3-carboxylate CC=1C(=CNC1C1=C(C=CC=C1)C(F)(F)F)C(=O)OC